C1(=CC=CC=C1)N1C=NC2=C1C=CC=C2 phenyl-1H-benzo[d]imidazole